COC1=CC=C(CNCC(C)(O)C)C=C1 1-((4-methoxybenzyl)amino)-2-methylpropan-2-ol